C1(CC1)C=1C(=NN2C1N=C(C=C2N2CCOCC2)N2N=C(C=C2)C=2C=C(C=CC2)C)C(=O)NC cyclopropyl-N-methyl-7-morpholino-5-(3-(m-tolyl)-1H-pyrazol-1-yl)pyrazolo[1,5-a]pyrimidine-2-carboxamide